C([C@@H](C(=O)O)N)[Se][Se]C[C@@H](C(=O)O)N |r| DL-selenocystine